N1(N=NC2=C1C=CC=C2)CCCC[N+](C)(C)C 4-(1H-benzo[d][1,2,3]triazol-1-yl)-N,N,N-trimethylbutan-1-aminium